1-(1-chloroethyl)-4-fluoro-benzene ClC(C)C1=CC=C(C=C1)F